FC(S(=O)(=O)OC1=NC(=NC=2CC3(CCC12)C=C(C1=CC=CC=C13)C)SC)(F)F 3-methyl-2'-(methylthio)-5',8'-dihydro-6'H-spiro[inden-1,7'-quinazoline]-4'-yl trifluoromethanesulfonate